2-[3-(trifluoromethoxy)phenoxy]-1H,4H,5H,6H,7H,8H-imidazo[4,5-e][1,4]diazepine-5,8-dione FC(OC=1C=C(OC=2NC3=C(NC(CNC3=O)=O)N2)C=CC1)(F)F